6-((1s,4s)-4-(1-methyl-3-(trifluoromethyl)-1H-pyrazol-5-yl)cyclohexyl)-2-thia-6-azaspiro[3.4]octane 2,2-dioxide CN1N=C(C=C1C1CCC(CC1)N1CC2(CS(C2)(=O)=O)CC1)C(F)(F)F